C1=CSNC1=O isothiazolin-3-one